ethyl 2-sulfamoylpropanoate S(N)(=O)(=O)C(C(=O)OCC)C